4-(2-{[(4aS,7aR)-1-[(oxan-3-yl)methyl]-octahydro-1H-cyclopenta[b]pyridin-4a-yl]methoxy}-8-fluoro-4-(1,4-oxazepan-4-yl)pyrido[4,3-d]pyrimidin-7-yl)-5-ethynyl-6-fluoronaphthalen-2-ol O1CC(CCC1)CN1[C@H]2[C@@](CCC1)(CCC2)COC=2N=C(C1=C(N2)C(=C(N=C1)C1=CC(=CC2=CC=C(C(=C12)C#C)F)O)F)N1CCOCCC1